r-(+)-nicotine CN1CCC[C@@H]1C2=CN=CC=C2